OCC[N+](C)(C)C.P([O-])(=O)(OP(=O)([O-])O)OC[C@@H]1[C@H]([C@H]([C@@H](O1)N1C(=O)N=C(N)C=C1)O)O.[Na+].CC1=C(C=CC=C1)[C@H]1[C@@H](C[C@H]1C1=NC=CC=C1)C(=O)C1=CC=CC=C1 ((1r,2r,3r)-2-(2-methylphenyl)-3-(pyridin-2-yl)cyclobutyl)(phenyl)methanone sodium cytidine-5'-diphosphate choline salt